(3-(methylcarbamoyl)isoxazol-5-yl)methyl (2-(2-(5-bromopyridin-2-yl)octahydrocyclopenta[c]pyrrol-5-yl)ethyl)carbamate BrC=1C=CC(=NC1)N1CC2C(C1)CC(C2)CCNC(OCC2=CC(=NO2)C(NC)=O)=O